NC1=CC=C(OC=2C=C(C=CC2)C(=O)C2=CC(=CC=C2)OC2=CC=C(C=C2)N)C=C1 bis[3-(4-aminophenoxy) phenyl] ketone